(Z)-3-(4-(4-(aminomethyl)-1-oxo-1,2-dihydro-phthalazin-6-yl)-1-methyl-1H-pyrazol-5-yl)-2-(benzo[d][1,3]dioxol-5-yl)acrylonitrile NCC1=NNC(C2=CC=C(C=C12)C=1C=NN(C1\C=C(/C#N)\C1=CC2=C(OCO2)C=C1)C)=O